FC1(CN(CC1(C)C)C=1C=2N(N=C(C1)C=1C(=NC(=NC1)OC)OC)C=CN2)F 8-(3,3-difluoro-4,4-dimethyl-pyrrolidin-1-yl)-6-(2,4-dimethoxypyrimidin-5-yl)imidazo[1,2-b]pyridazine